ClC1=C(C(=CC=C1)F)C=1C=CC=2C3=C(C(=CC=C3C(N(C2C1)CC1=CC=C(C=C1)OC)=O)N1CCN(CC1)C(C(C)F)=O)F 3-(2-chloro-6-fluorophenyl)-10-fluoro-9-(4-(2-fluoropropoyl)piperazin-1-yl)-5-(4-methoxybenzyl)phenanthridin-6(5H)-one